3-(6-Aminopyridin-3-yl)-N-propylbenzamide NC1=CC=C(C=N1)C=1C=C(C(=O)NCCC)C=CC1